(S)-2-(2-((difluoromethoxy)methyl)-4-(4-(trifluoromethyl)phenethyl)piperazin-1-yl)thiazole-5-carboxylic acid FC(OC[C@H]1N(CCN(C1)CCC1=CC=C(C=C1)C(F)(F)F)C=1SC(=CN1)C(=O)O)F